COC1=CC2=C(NC3=C(N(C2=O)S(=O)(=O)C=2SC=CC2)C=CC(=C3)OC)C=C1 2,7-dimethoxy-10-(thiophen-2-ylsulfonyl)-5,10-dihydro-11H-dibenzo[b,e][1,4]diazepin-11-one